FC(C1=NC=C(C=N1)C1CC2(CN(C2)C=O)C1)(F)F [6-[2-(trifluoromethyl)pyrimidin-5-yl]-2-azaspiro[3.3]heptan-2-yl]methanone